Cl.C(CC)C=1NC2=C(N1)C=C(C=C2C)C=2NC1=C(N2)C=CC=C1C 2-n-propyl-4-methyl-6-(methylbenzimidazole-2-yl)benzimidazole hydrochloride